N1(NCCCCC1)C(=O)O.C1(C(C=CC2=CC=CC=C12)=O)=O 2-naphthoquinone diazepanate